C1(=CC=CC=C1)NC1=CC=C(C=C1)C1=CC=CC2=C1OC1=C2C=CC=C1 phenyl-(4-(4-dibenzofuranyl)phenyl)amine